7-(2,3-dihydrobenzofuran-7-ylamino)-N-[3-(dimethylamino)propyl]thiazolo[5,4-d]pyrimidine-2-carboxamide O1CCC2=C1C(=CC=C2)NC=2C1=C(N=CN2)SC(=N1)C(=O)NCCCN(C)C